Dodecatrienal CCCCCC=CC=CC=CC=O